[K+].C1(CC1)C=1C=CC=2N(C1)C(=C(N2)C)C(=O)[O-] 6-cyclopropyl-2-methylimidazo[1,2-a]pyridine-3-carboxylic acid potassium salt